C(C)(C)(C)C1=CC=C(C=C1)C1=CC=C(C=C1)C[C@H](C(NC1=CC=C(C=C1)C(F)(F)F)=O)NC1=CC=C(C(=O)NCCC(=O)OCC)C=C1 Ethyl (R)-3-(4-((3-(4'-(tert-butyl)-[1,1'-biphenyl]-4-yl)-1-oxo-1-((4-(trifluoromethyl)phenyl)amino)propan-2-yl)amino)benzamido)propanoate